C1=CC=CC=2C3=CC=CC=C3C(C12)COC(=O)N[C@H](C(=O)O)CC1=C(C=CC(=C1)I)C (2S)-2-(9H-fluoren-9-ylmethoxycarbonylamino)-3-(5-iodo-2-methyl-phenyl)propanoic acid